(1RS,3RS)-5'-bromo-4'-chloro-3-(1H-1,2,3-triazol-1-yl)-1',2'-dihydrospiro[cyclopentane-1,3'-pyrrolo[2,3-b]pyridine] BrC=1C(=C2C(=NC1)NC[C@]21C[C@@H](CC1)N1N=NC=C1)Cl |r|